ClC1=CN=C(C(=C1C(=O)NC1=C2C(N(CC2=CC=C1)[C@H](C(C)(C)O)C1CC1)=O)C)OC (S)-5-Chloro-N-(2-(1-cyclopropyl-2-hydroxy-2-methylpropyl)-3-oxoisoindolin-4-yl)-2-methoxy-3-methylisonicotinamide